C1(=CC=CC=C1)C(C(=O)O)CC(=O)C 2-PHENYLLEVULINIC ACID